2,5-bis(2-fluorophenyl)oxazole FC1=C(C=CC=C1)C=1OC(=CN1)C1=C(C=CC=C1)F